5,9-diphenyl-5,9-diaza-13b-boranaphtho[3,2,1-de]anthracene C1(=CC=CC=C1)N1C=2C=CC=CC2B2C3=C1C=CC=C3N(C=3C=CC=CC23)C2=CC=CC=C2